tert-butyl (3S,4S)-3-(5-amino-2-fluoro-4-(((1R,2R)-2-methylcyclopropyl)amino)benzamido)-4-fluoropiperidine-1-carboxylate NC=1C(=CC(=C(C(=O)N[C@H]2CN(CC[C@@H]2F)C(=O)OC(C)(C)C)C1)F)N[C@H]1[C@@H](C1)C